(R)-N-(5-(1-acryloylpiperidine-3-carboxamido)pyridin-2-yl)-6-(1H-pyrazol-5-yl)picolinamide C(C=C)(=O)N1C[C@@H](CCC1)C(=O)NC=1C=CC(=NC1)NC(C1=NC(=CC=C1)C1=CC=NN1)=O